[1-[5-fluoro-2-(1,3-oxazol-2-yl)pyrimidin-4-yl]piperidin-4-yl]-[(3S)-3-(6-methylpyridin-3-yl)-1,2-oxazolidin-2-yl]methanone FC=1C(=NC(=NC1)C=1OC=CN1)N1CCC(CC1)C(=O)N1OCC[C@H]1C=1C=NC(=CC1)C